1,6-dimethylbenzoyl-1-(4-morpholinophenyl)-1-butanone CC1(C(=O)C(C(=O)C2=CC=C(C=C2)N2CCOCC2)CC)CC=CC=C1C